Ethyl 2-(2,6-dichloro-4-((5-oxo-4-(4-(trifluoromethyl)phenyl)-4,5-dihydro-1H-1,2,4-triazol-1-yl)methyl)phenoxy)-2-methylpropionate ClC1=C(OC(C(=O)OCC)(C)C)C(=CC(=C1)CN1N=CN(C1=O)C1=CC=C(C=C1)C(F)(F)F)Cl